C1(CC1)N1C(N(C(C(=C1)C(=O)NC1=CC(=C(C=C1)OC1=C2C(=NC=C1)NN=C2N[C@H](CO)C)F)=O)C2=CC=C(C=C2)F)=O (S)-1-cyclopropyl-N-(3-fluoro-4-((3-((1-hydroxypropan-2-yl)amino)-1H-pyrazolo[3,4-b]pyridin-4-yl)oxy)phenyl)-3-(4-fluorophenyl)-2,4-dioxo-1,2,3,4-tetrahydropyrimidine-5-carboxamide